(2S)-2-amino-N-[3-benzyloxy-6-(2,6-difluorobenzoyl)-2,3,4,5-tetrahydrothieno[2,3-b]oxepin-7-yl]propanamide N[C@H](C(=O)NC1=C(C2=C(OCC(CC2)OCC2=CC=CC=C2)S1)C(C1=C(C=CC=C1F)F)=O)C